NC=1C=2N(C3=C(N1)C=NC(=C3)C(=O)N(C)[C@@H]3COC1=C3C=CC(=C1)I)C=NC2 (S)-4-amino-N-(6-iodo-2,3-dihydrobenzofuran-3-yl)-N-methylimidazo[1,5-a]pyrido[3,4-e]pyrazine-8-carboxamide